(R)-N1-(6-amino-5-methylpyridin-3-yl)-N2-(1-cyclopropyl-2-methoxyethyl)-N2-((5-(trifluoromethyl)pyridin-2-yl)methyl)oxalamide NC1=C(C=C(C=N1)NC(C(=O)N(CC1=NC=C(C=C1)C(F)(F)F)[C@@H](COC)C1CC1)=O)C